O(C1=CC=CC=C1)C1=CC=C(C=C1)S(=O)(=O)CSC(C)C 2-[[(4-phenoxyphenyl)sulfonyl]methyl]thiopropane